FC1=CC=C(N[C@H]2[C@H](CN(CC2)C(=O)OC(C)(C)C)OC)C=C1 tert-butyl (3S,4R)-4-(4-fluoroanilino)-3-methoxy-piperidine-1-carboxylate